N-(4-{4-amino-1-methyl-7-[1-(piperidin-4-yl)-1H-pyrazol-4-yl]-1H-pyrazolo[4,3-c]pyridin-3-yl}-2-fluorophenyl)-2,2,2-trifluoroethane-1-sulfonamide NC1=NC=C(C2=C1C(=NN2C)C2=CC(=C(C=C2)NS(=O)(=O)CC(F)(F)F)F)C=2C=NN(C2)C2CCNCC2